NCCNC(C(CCCCCC(C(=O)NCCN)Br)Br)=O N1,N9-bis(2-aminoethyl)-2,8-dibromo-nonane-diamide